N-(4-(aminomethyl)-2-(furan-2-yl)phenyl)thiophene-3-sulfonamide NCC1=CC(=C(C=C1)NS(=O)(=O)C1=CSC=C1)C=1OC=CC1